C(C)(=O)O[C@]1(C[C@@H](CC1)C(C)C)CCC1OCCCO1 |r| (1SR,3RS)-1-(2-(1,3-dioxan-2-yl) ethyl)-3-isopropylcyclopent-yl acetate